CC=1OC=C(N1)C1=CC=C(C=C1)CNC1=NC=NC(=C1)C1=CN=C2N1C=CC(=C2)OCCN2CC=1N(CC2)N=NC1 N-{[4-(2-methyl-1,3-oxazol-4-yl)phenyl]methyl}-6-[7-(2-{4H,5H,6H,7H-[1,2,3]triazolo[1,5-a]pyrazin-5-yl}ethoxy)imidazo[1,2-a]pyridin-3-yl]pyrimidin-4-amine